OC/C=C(/C#CC(COC(C)=O)C=C)\C acetic acid (E)-7-hydroxy-5-methyl-2-vinylhept-5-en-3-yn-1-yl ester